6-bromo-4-((1-cyclopropyl-3-(tetrahydro-2H-pyran-4-yl)-1H-pyrazol-4-yl)oxy)-7-methoxyquinoline BrC=1C=C2C(=CC=NC2=CC1OC)OC=1C(=NN(C1)C1CC1)C1CCOCC1